C[C@]12CCCC([C@@H]1CCC(=C)[C@@H]2CCC(=C)C=C)(C)C The molecule is a diterpene that consists of a labdane skeleton with double bonds at C-8(17), C-13(16) and C-14. It derives from a hydride of a labdane.